1-(5-bromo-2-hydroxy-phenyl)propan-1-one methyl-(Z)-oleate COC(CCCCCCC\C=C/CCCCCCCC)=O.BrC=1C=CC(=C(C1)C(CC)=O)O